CC1=C(C=CC(=C1)N)C1=C(C=C(C=C1)N)C 2,2'-dimethyl-4,4'-biphenyldiamine